10-(4-tert-Butylphenyl)-6-(2,6-dimethylphenyl)-12-methyl-2,2-dioxo-9-oxa-2λ6-thia-3,5,12,19-tetrazatricyclo[12.3.1.14,8]nonadeca-1(18),4(19),5,7,14,16-hexaen-13-one C(C)(C)(C)C1=CC=C(C=C1)C1OC2=CC(=NC(NS(C=3C=CC=C(C(N(C1)C)=O)C3)(=O)=O)=N2)C2=C(C=CC=C2C)C